FC=1C(=C(C=CC1F)[C@H]1[C@@H](O[C@]([C@H]1C)(C(F)(F)F)C)C(=O)O)OC |r| rac-(2r,3s,4s,5r)-3-(3,4-difluoro-2-methoxy-phenyl)-4,5-dimethyl-5-(trifluoromethyl)tetrahydrofuran-2-carboxylic acid